CC1=CC=2N(C(NC(C2C=N1)=O)=O)C1=CC=CC=C1 7-methyl-1-phenylpyrido[4,3-d]pyrimidine-2,4(1H,3H)-dione